5-bromo-2,2-dimethylchroman-4-one BrC1=C2C(CC(OC2=CC=C1)(C)C)=O